2-(4-tert-butylphenyl)benzothiazole C(C)(C)(C)C1=CC=C(C=C1)C=1SC2=C(N1)C=CC=C2